5-(4-(trifluoromethyl)phenyl)-6,6a,7,8,9,10-hexahydro-5H-dipyrazino[1,2-a:2',3'-e]pyrazine TFA salt OC(=O)C(F)(F)F.FC(C1=CC=C(C=C1)N1CC2N(C3=C1N=CC=N3)CCNC2)(F)F